C(C)SCC(=O)C=1N(C(=CN1)I)C 2-(ethylsulfanyl)-1-(5-iodo-1-methyl-1H-imidazol-2-yl)ethan-1-one